Tert-butyl (2-((3-fluorophenyl)amino)-6-(methyl(phenyl)carbamoyl)pyridin-4-yl)carbamate FC=1C=C(C=CC1)NC1=NC(=CC(=C1)NC(OC(C)(C)C)=O)C(N(C1=CC=CC=C1)C)=O